7-methoxy-3-(6-{1-[4-(1-methyl-1H-pyrazol-4-yl)-phenyl]-ethoxy}-pyrimidin-4-yl)-imidazo[1,2-a]pyridine COC1=CC=2N(C=C1)C(=CN2)C2=NC=NC(=C2)OC(C)C2=CC=C(C=C2)C=2C=NN(C2)C